5-(3-(1,3-dioxoisoindolin-2-yl)propoxy)-4-methoxy-2-nitrobenzoic acid methyl ester COC(C1=C(C=C(C(=C1)OCCCN1C(C2=CC=CC=C2C1=O)=O)OC)[N+](=O)[O-])=O